N-[(2E)-3-(4-cyclopropylbenzenesulfonyl)prop-2-en-1-yl]-2-oxo-1,2,5,6,7,8-hexahydroquinoline-3-carboxamide C1(CC1)C1=CC=C(C=C1)S(=O)(=O)/C=C/CNC(=O)C=1C(NC=2CCCCC2C1)=O